ClC1=C(C(=O)NC2=NON=C2C)C=CC(=C1S(=O)CC1CC1)S(=O)(=O)C 2-chloro-3-((cyclopropylmethyl)sulfinyl)-N-(4-methyl-1,2,5-oxadiazol-3-yl)-4-(methylsulfonyl)benzamide